Methyl (E)-3-(4-((2-(4-fluoro-2-methylbenzoyl)-6-hydroxybenzo[b]thiophen-3-yl)oxy)phenyl)acrylate FC1=CC(=C(C(=O)C2=C(C3=C(S2)C=C(C=C3)O)OC3=CC=C(C=C3)/C=C/C(=O)OC)C=C1)C